7-(4-((2,3-dihydrobenzo[b][1,4]dioxin-6-yl-2,2,3,3-d4)oxy)piperidin-1-yl-4-d)-8,9-dimethyl-2-(trifluoromethyl)-4H-pyrimido[1,2-b]pyridazin-4-one O1C2=C(OC(C1([2H])[2H])([2H])[2H])C=C(C=C2)OC2(CCN(CC2)C=2C(=C(C=1N(N2)C(C=C(N1)C(F)(F)F)=O)C)C)[2H]